5-cholesten-3beta-ol potassium sulfate S(=O)(=O)([O-])[O-].[K+].CC(C)CCC[C@@H](C)[C@H]1CC[C@H]2[C@@H]3CC=C4C[C@H](CC[C@]4(C)[C@H]3CC[C@]12C)O.[K+]